(methoxycarbonyl-aminomethyl)trimethoxysilane COC(=O)C(N)[Si](OC)(OC)OC